NC(C1CC2CCC1C2)N 6-diaminomethyl-bicyclo[2.2.1]heptane